C(C)(C)(C)OC(=O)N(CC(C(=O)OC)C1=CC(=CC=C1)OC)C Methyl 3-((tert-butyloxycarbonyl)(methyl)amino)-2-(3-methoxyphenyl)propanoate